The molecule is a pyrimidine 2'-deoxyribonucleoside 5'-diphosphate and a deoxyuridine phosphate. It has a role as an Escherichia coli metabolite and a mouse metabolite. It is a conjugate acid of a dUDP(3-). C1[C@@H]([C@H](O[C@H]1N2C=CC(=O)NC2=O)COP(=O)(O)OP(=O)(O)O)O